F[C@H]1CN(CC1)C1=CC=C(C(=N1)C)C=1C=C2N(N1)C(N(C2)C=2C=NC=CC2)=O (R)-2-(6-(3-fluoropyrrolidin-1-yl)-2-methylpyridin-3-yl)-5-(pyridin-3-yl)-4,5-dihydro-6H-imidazo[1,5-b]pyrazol-6-one